1-cyclopentyl-N-((5-(5-(difluoromethyl)-1,3,4-oxadiazol-2-yl)pyridin-2-yl)methyl)-3-fluoro-N-phenylazetidine-3-carboxamide C1(CCCC1)N1CC(C1)(C(=O)N(C1=CC=CC=C1)CC1=NC=C(C=C1)C=1OC(=NN1)C(F)F)F